C(C)(C)(C)OC(N(C)C)OC(C)(C)C 1,1-ditert-butoxy-N,N-dimethyl-methanamine